2-methyl-6,7-dihydro-4H-pyrano[4,3-c]pyrazole-3-sulfonyl chloride CN1N=C2C(=C1S(=O)(=O)Cl)COCC2